(1S,2R,3S)-N-[7-chloro-6-[4-((3R,4R)-4-fluoro-3-methyl-tetrahydrofuran-3-yl)piperazin-1-yl]-3-isoquinolinyl]-2-ethyl-3-(2-pyridinyl)cyclopropanecarboxamide ClC1=C(C=C2C=C(N=CC2=C1)NC(=O)[C@H]1[C@@H]([C@@H]1C1=NC=CC=C1)CC)N1CCN(CC1)[C@@]1(COC[C@@H]1F)C